(±)-1-[2-(dimethylamino)-1-(4-methoxyphenyl)ethyl]cyclohexanol CN(C[C@@H](C1=CC=C(C=C1)OC)C1(CCCCC1)O)C |r|